C(#N)C=1C=CC2=C(N(C(=N2)NC(CC(C(F)(F)F)N(C)C)=O)C2CCC2)C1 N-(6-cyano-1-cyclobutyl-1H-benzo[d]imidazol-2-yl)-3-(dimethylamino)-4,4,4-trifluorobutanamid